tert-butyl 6-(1,4-dioxo-1,4-dihydrofuro[3,4-c]pyridin-5(3H)-yl)-2-azaspiro[3.3]heptane-2-carboxylate O=C1OCC=2C(N(C=CC21)C2CC1(CN(C1)C(=O)OC(C)(C)C)C2)=O